(2-ethyl-7-methoxy-1-oxo-isoindolin-5-yl)boronic acid C(C)N1C(C2=C(C=C(C=C2C1)B(O)O)OC)=O